ClC=1C=CC2=C(CC3(CC=4N2C(=NN4)C4CCC(CC4)(CCC)OC)OCCO3)C1 8'-chloro-1'-(trans-4-methoxy-4-propylcyclohexyl)-4'H,6'H-spiro[1,3-dioxolane-2,5'-[1,2,4]triazolo[4,3-a][1]benzazepine]